[Se]1[NH2+]C=CC=C1 selenazinium